C1(CC1)CSC=1C=C(C=NC1C1=NC2=C(N=NC(=C2)C(F)(F)F)N1C)OC(C(=O)N)(C)C 2-[[5-(cyclopropyl-methylsulfanyl)-6-[7-methyl-3-(trifluoromethyl)imidazo[4,5-c]pyridazin-6-yl]-3-pyridyl]oxy]-2-methyl-propanamide